(R)-2-amino-3-(2-chloro-7-methyl-4-((thiophen-2-ylmethyl)amino)pyrrolo[1,2-b]pyridazin-6-yl)propan-1-ol N[C@@H](CO)CC=1C=C2N(N=C(C=C2NCC=2SC=CC2)Cl)C1C